1-(3-bromophenyl)-5-methylpyridin-2(1H)-one BrC=1C=C(C=CC1)N1C(C=CC(=C1)C)=O